(4-methoxyphenyl)pyridin-2-amine COC1=CC=C(C=C1)C=1C(=NC=CC1)N